ClC=1C=CC2=C(CC3(CC=4N2C(=NN4)[C@@H]4CC[C@H](CC4)N(C)C)OCCO3)C1 Trans-4-(8'-chloro-4'H,6'H-spiro[1,3-dioxolane-2,5'-[1,2,4]triazolo[4,3-a][1]benzazepine]-1'-yl)-N,N-dimethylcyclohexylamine